BrC1=CC=C(C=C1)CCCC1=NOC(O1)=O 3-(3-(4-Bromophenyl)propyl)-1,4,2-dioxazol-5-one